2,2-difluoro-1-(2-phenyl-1H-indol-3-yl)ethan-1-ol FC(C(O)C1=C(NC2=CC=CC=C12)C1=CC=CC=C1)F